4-(2-propenoyl-2,3,4,5-tetrahydro-1H-benzo[c]azepin-6-yl)-3-chloro-5-fluoro-1H-indole-7-carboxamide C(C=C)(=O)N1CC2=C(CCC1)C(=CC=C2)C2=C1C(=CNC1=C(C=C2F)C(=O)N)Cl